8,9-dimethoxy-1,2,3,5,6,10B-hexahydropyrrolo[2,1-a]isoquinoline COC=1C=C2CCN3C(C2=CC1OC)CCC3